BrN1C(C2(C3=CC=CC=C13)CCC2)=O bromospiro[cyclobutane-1,3'-indoline]-2'-one